4-(((benzenesulfonyl)thio)methyl)piperidine-1-carboxylic acid tert-butyl ester C(C)(C)(C)OC(=O)N1CCC(CC1)CSS(=O)(=O)C1=CC=CC=C1